R-4-(5,6-dimethoxybenzo[b]selenophen-2-yl)-2-methyl-4-oxo-butanoic acid COC1=CC2=C([Se]C(=C2)C(C[C@H](C(=O)O)C)=O)C=C1OC